C1=CCOS1(=O)=O 1-propen-3-sultone